(S)-5-(3-(trifluoromethyl)phenyl)dihydrofuran-2(3H)-one FC(C=1C=C(C=CC1)[C@@H]1CCC(O1)=O)(F)F